7-Phenylmethyloxy-1H-indole-2-carboxylic acid ethyl ester C(C)OC(=O)C=1NC2=C(C=CC=C2C1)OCC1=CC=CC=C1